1-(3-Fluorophenyl)piperazine t-butyl-(5'S)-5'-carbamoyl-2-oxo-1,5-dihydro-2H-spiro[benzo[e][1,4]oxazepine-3,3'-pyrrolidine]-1'-carboxylate C(C)(C)(C)OC(=O)N1CC2(C[C@H]1C(N)=O)OCC1=C(NC2=O)C=CC=C1.FC=1C=C(C=CC1)N1CCNCC1